(E)-4-(dimethylamino)-1-(4-((4-(imidazo[1,2-a]pyridin-6-yloxy)-3-methylphenyl)amino)-5,6-dihydropyrido[4',3':4,5]thieno[2,3-d]pyrimidin-7(8H)-yl)but-2-en-1-one CN(C/C=C/C(=O)N1CC2=C(C3=C(N=CN=C3NC3=CC(=C(C=C3)OC=3C=CC=4N(C3)C=CN4)C)S2)CC1)C